C(C)(C)(C)OC(=O)N1CCN(CC1)C1=CC=C(C=C1)NCCCCCCSC1=CC=NC2=CC(=CC=C12)C1CCCCC1 4-(4-((6-((7-Cyclohexylquinolin-4-yl)thio)hexyl)amino)phenyl)piperazine-1-carboxylic acid tert-butyl ester